BrC=1C=C(C=C2C(=C(C(=NC12)Cl)C)C#N)C 8-bromo-2-chloro-3,6-dimethyl-quinoline-4-carbonitrile